3-(4-(N-(6-(8-(benzo[d]thiazol-2-ylcarbamoyl)-3,4-dihydroisoquinolin-2(1H)-yl)-3-(1-isobutyl-5-methyl-1H-pyrazol-4-yl)picolinoyl)sulfamoyl)phenyl)propanoic acid S1C(=NC2=C1C=CC=C2)NC(=O)C=2C=CC=C1CCN(CC21)C2=CC=C(C(=N2)C(=O)NS(=O)(=O)C2=CC=C(C=C2)CCC(=O)O)C=2C=NN(C2C)CC(C)C